FC1=C2CC[C@@H](CC2=CC(=C1)F)N (S)-5,7-difluoro-1,2,3,4-tetrahydronaphthalen-2-amine